3-(3-cyclopropyl-1H-indazol-5-yl)-6-(4-fluoropiperidin-1-yl)imidazo[1,2-b]pyridazine C1(CC1)C1=NNC2=CC=C(C=C12)C1=CN=C2N1N=C(C=C2)N2CCC(CC2)F